NC=1N=NC(=CC1C=1C=NN(C1)CC1CCC(CC1)C(=O)O)C1=C(C=CC=C1)O (1r,4r)-4-((4-(3-amino-6-(2-hydroxyphenyl)pyridazin-4-yl)-1H-pyrazol-1-yl)methyl)cyclohexane-1-carboxylic acid